1-(1-benzyl-3,3-dimethyl-2-oxo-1,2,3,4-tetrahydroquinolin-6-yl)-3-(tert-butyl)urea C(C1=CC=CC=C1)N1C(C(CC2=CC(=CC=C12)NC(=O)NC(C)(C)C)(C)C)=O